(3R,4S)-4-Aminotetrahydro-2H-pyran-3-ol hydrochloride Cl.N[C@@H]1[C@H](COCC1)O